(S)-4-((4-((1-((6-Bromo-1-(oxetan-2-ylmethyl)-1H-imidazo[4,5-b]pyridin-2-yl)methyl)piperidin-4-yl)oxy)pyrimidin-2-yl)methoxy)-3-fluorobenzonitrile BrC=1C=C2C(=NC1)N=C(N2C[C@H]2OCC2)CN2CCC(CC2)OC2=NC(=NC=C2)COC2=C(C=C(C#N)C=C2)F